6-butyl-tetrahydro-2H-2-pyrone C(CCC)C1CCCC(O1)=O